7-(1-(2-fluoro-6-methylphenyl)piperidin-4-yl)-5-(5,6,7,8-tetrahydroquinolin-5-yl)pyrido[2,3-b]pyrazin-6(5H)-one FC1=C(C(=CC=C1)C)N1CCC(CC1)C1=CC=2C(=NC=CN2)N(C1=O)C1C=2C=CC=NC2CCC1